FC1=CC=C(C(=C1C(=O)NC=1C=NC=CC1)C)C(F)(F)F 6-fluoro-2-methyl-N-(Pyridin-3-yl)-3-(trifluoromethyl)benzamide